3-(2-((tert-butyldimethylsilyl)-oxy)-3-(3,4-dihydroisoquinolin-2(1H)-yl)propyl)imidazolidin-2-one [Si](C)(C)(C(C)(C)C)OC(CN1C(NCC1)=O)CN1CC2=CC=CC=C2CC1